1-({3,4-difluoro-2-[(2-fluoro-4-iodophenyl)amino]phenyl}carbonyl)-3-(1-methylpiperidin-2-yl)azetidin-3-ol FC=1C(=C(C=CC1F)C(=O)N1CC(C1)(O)C1N(CCCC1)C)NC1=C(C=C(C=C1)I)F